8-cyclopentyl-N-(3-(1-(4-fluorophenyl)-1H-pyrazol-4-yl)benzyl)-7H-purine-6-carboxamide C1(CCCC1)C1=NC2=NC=NC(=C2N1)C(=O)NCC1=CC(=CC=C1)C=1C=NN(C1)C1=CC=C(C=C1)F